[Li].C(C)B(CC)CC triethylboron lithium